5-ethynyl-2-phenyl-3-(trifluoromethyl)pyridine C(#C)C=1C=C(C(=NC1)C1=CC=CC=C1)C(F)(F)F